methoxyphenylbutanone (CIS-ISOBUTYRATE) C(C(C)C)(=O)O.COC(C(CC)=O)C1=CC=CC=C1